N-(1-(4-chlorophenyl)-2,2,2-trifluoroethyl)-[1,2,4]triazolo[1,5-a]pyridine-7-sulfonamide ClC1=CC=C(C=C1)C(C(F)(F)F)NS(=O)(=O)C1=CC=2N(C=C1)N=CN2